N-(1-(tert-butyl)-1H-pyrazol-4-yl)-2-(2-fluoro-4-((6-(2-hydroxyethoxy)quinazolin-4-yl)oxy)phenyl)acetamide C(C)(C)(C)N1N=CC(=C1)NC(CC1=C(C=C(C=C1)OC1=NC=NC2=CC=C(C=C12)OCCO)F)=O